P(O)(O)O.P(O)(O)O.C1(O)=CC=C(O)C=C1 hydroquinone bisphosphite